BrC=1C=C2C(CC3(CNCC3)C2=CC1)O 5-bromo-2,3-dihydrospiro[indene-1,3'-pyrrolidine]-3-ol